8-bromo-N-(4'-(tert-butyl)-[1,1'-biphenyl]-3-yl)-N-methyl-[1,2,4]triazolo[4,3-a]quinazolin-5-amine BrC1=CC=C2C(=NC=3N(C2=C1)C=NN3)N(C)C=3C=C(C=CC3)C3=CC=C(C=C3)C(C)(C)C